gold-palladium-platinum-rhodium-iridium [Ir].[Rh].[Pt].[Pd].[Au]